BrC=1C=C2C(=NC1)NN=C2C2CC2 5-bromo-3-cyclopropyl-1H-pyrazolo[3,4-b]pyridine